BrC1=CC=C2C3(CC=4C(=NOC4C2=C1)NS(=O)(=O)C1(CC1)C)CC3 N-(8'-bromo-4'H-spiro[cyclopropane-1,5'-naphtho[2,1-d]isoxazol]-3'-yl)-1-methylcyclopropane-1-sulfonamide